O1C(=NC2=C1C=CC=C2)C2=C(C(N(C(=N2)N2[C@H](C1=CC=CC=C1CC2)C2=CC=CC=C2)C)=O)O (S)-6-(benzo[d]oxazol-2-yl)-5-hydroxy-3-methyl-2-(1-phenyl-3,4-dihydroisoquinolin-2(1H)-yl)pyrimidin-4(3H)-one